2-((3S,5R)-5-(2,3-dichloro-6-hydroxyphenyl)pyrrolidin-3-yl)-1-((S)-3-hydroxypiperidin-1-yl)ethan-1-one ClC1=C(C(=CC=C1Cl)O)[C@H]1C[C@H](CN1)CC(=O)N1C[C@H](CCC1)O